C(=O)(O)C1=C(C=C(C=C1)C1=C(C=C(C=C1)Cl)Cl)NC(=O)C1=C(C=C(C(=C1)F)C(=O)O)C(=O)O 4-({4-carboxy-2',4'-dichloro-[1,1'-biphenyl]-3-yl}carbamoyl)-6-fluorobenzene-1,3-dicarboxylic acid